S1C=NC=C1C=1C(=NC(=NC1)N)C=1OC(=CC1)C=1N=CN(C1)C(C1=CC=CC=C1)(C1=CC=CC=C1)C1=CC=CC=C1 5-(1,3-thiazol-5-yl)-4-{5-[1-(triphenylmethyl)imidazol-4-yl]Furan-2-yl}pyrimidin-2-amine